Cl.Cl.N(=NCC(C)C(NCC1=CC=CC=C1)=N)CC(C)C(NCC1=CC=CC=C1)=N azobis[2-(N-benzylamidino)propane] dihydrochloride